C[C@@H]1N(CC2N(C1=O)CCNC2)C(=O)[O-] (S)-3-methyl-4-oxooctahydro-2H-pyrazino[1,2-a]pyrazine-2-carboxylate